OC1=C(C(=O)C2=CC=CC=C2)C=CC(=C1)OOC(C(=C)C)=O 2-hydroxy-4-(methacryloxyoxy)benzophenone